C[Si](CCOCOC1=C2CC(OC=3C=4C(=CSC4N=CN3)C3=CC=C(OCCOC(C=C1)=C2)C=C3)C(=O)[O-])(C)C 10-{[2-(trimethylsilyl)ethoxy]methoxy}-7,8,15,16-tetrahydro-18,21-etheno-13,9-(metheno)-6,14,17-trioxa-2-thia-3,5-diazacyclononadeca[1,2,3-cd]indene-7-carboxylate